methyl isoamyl ketone C(CC(C)C)C(=O)C